[Na+].P(=O)([O-])([O-])[O-].C(CCCCCCCCCCCCCCC(C)C)OCCCCCCCCCCCCCCCC(C)C.[Na+].[Na+] isooctadecyl ether phosphate sodium salt